1-[(1R)-3,3-difluoro-1-(4-pyridyl)propyl]-3-[(3R)-4,4-difluorotetrahydrofuran-3-yl]-1-methyl-urea FC(C[C@H](C1=CC=NC=C1)N(C(=O)N[C@@H]1COCC1(F)F)C)F